tert-butyl (R)-4-(4-aminophenyl)-2-methylpiperazine-1-carboxylate NC1=CC=C(C=C1)N1C[C@H](N(CC1)C(=O)OC(C)(C)C)C